FC(C1=NC(=NO1)C1=CN=C(S1)N1C[C@H]2CC[C@@H](C1)N2C(=O)OC(C)(C)C)(F)F tert-butyl (1R,5S)-3-(5-(5-(trifluoromethyl)-1,2,4-oxadiazol-3-yl)thiazol-2-yl)-3,8-diazabicyclo[3.2.1]octane-8-carboxylate